3-(3-bromo-4-hydroxyphenyl)-2-oximinopropylaminopentanamide BrC=1C=C(C=CC1O)CC(CNC(C(=O)N)CCC)=NO